3-((4-(2-chloro-4-fluorophenyl)-2-oxo-2H-chromen-7-yl)(methyl)amino)propanoic acid ClC1=C(C=CC(=C1)F)C1=CC(OC2=CC(=CC=C12)N(CCC(=O)O)C)=O